C(C)OC(C(CC)(NC(=O)C1=NC(=C(C=C1)N1CC(C1)OC)OC[C@H]1[C@H](C1)COCF)CC)=O Ethyl-2-ethyl-2-{[6-({(1R,2S)-2-[(fluoromethoxy)methyl]cyclopropyl}methoxy)-5-(3-methoxyazetidin-1-yl)pyridin-2-carbonyl]amino}butanoat